CC1=C(C=CC(=C1)C)NC(=O)C1=CC=NC2=CC=CC=C12 N-(2,4-Dimethylphenyl)quinoline-4-carboxamide